F[C@@]1(C[C@@H](O[C@@H]1CO)N1C=NC=2C(=O)NC(N)=NC12)O deoxy-3'-fluoroguanosine